FC(C(C(F)(F)F)(C(F)(F)F)O[C@H]1C[C@@]2(CCC(N2C1)=O)C(=O)OCC)(F)F (2S,7aS)-ethyl 2-((1,1,1,3,3,3-hexafluoro-2-(trifluoromethyl)propan-2-yl)oxy)-5-oxohexahydro-1H-pyrrolizine-7a-carboxylate